C(C)OC(C)=O.[Co] cobalt ethylacetate